3-methoxypropyl-tris(methoxyacryloxypropyl)silane COCCC[Si](CCCOC(C=COC)=O)(CCCOC(C=COC)=O)CCCOC(C=COC)=O